3-(5-bromobenzo[b]thiophen-3-yl)piperidine-2,6-dione BrC1=CC2=C(SC=C2C2C(NC(CC2)=O)=O)C=C1